C(C1=CC=CC=C1)N(S(=O)(=O)C1=CC=C(C=C1)NC(=O)NCC1=CN=CO1)C(C)C N-Benzyl-N-isopropyl-4-(3-oxazol-5-ylmethyl-ureido)-benzenesulfonamide